C(#N)C1=CC=C(CNC(=O)C2=NN(C=3C(N(CCC32)CC3(CC3)S(=O)(=O)C(CN3CC(C3)O)(C)C)=O)C)C=C1 N-(4-Cyanobenzyl)-6-((1-((1-(3-hydroxyazetidin-1-yl)-2-methylpropan-2-yl)sulfonyl)cyclopropyl)methyl)-1-methyl-7-oxo-4,5,6,7-tetrahydro-1H-pyrazolo[3,4-c]pyridine-3-carboxamide